benzyl (4S)-4-methyl-5-oxo-2-phenyloxazolidine-3-carboxylate C[C@@H]1N(C(OC1=O)C1=CC=CC=C1)C(=O)OCC1=CC=CC=C1